C1(CCCCC1)CC=1NC(=NN1)C(=O)NC1=NC=CC(=C1)C1=C(C=CC(=C1)OC)C 5-(cyclohexylmethyl)-N-(4-(5-methoxy-2-methylphenyl)pyridin-2-yl)-4H-1,2,4-triazole-3-carboxamide